ClC=1C=C(C=C(C1)Cl)C1=NC(=CC(=C1)CN1CCC(CC1)OCC(=O)O)OC=1C=NC(=NC1)N1CCN(CC1)C 2-((1-((2-(3,5-dichlorophenyl)-6-((2-(4-methylpiperazin-1-yl)pyrimidin-5-yl)oxy)pyridin-4-yl)methyl)piperidin-4-yl)oxy)acetic acid